O-ethyl-isourea acetate C(C)(=O)O.C(C)OC(N)=N